2-[3-({4-[(benzyloxy)carbonyl]-2-oxopiperazin-1-yl}methyl)-4-{2-[(2,3-dihydro-1H-inden-2-yl)amino]pyrimidin-5-yl}-1H-pyrazol-1-yl]acetic acid C(C1=CC=CC=C1)OC(=O)N1CC(N(CC1)CC1=NN(C=C1C=1C=NC(=NC1)NC1CC2=CC=CC=C2C1)CC(=O)O)=O